N-{3-[(1S)-1-(4-acetylpiperazinyl)ethyl]-2-fluorophenyl}[(6-methyl(3-pyridyl))amino]carboxamide C(C)(=O)N1CCN(CC1)[C@@H](C)C=1C(=C(C=CC1)NC(=O)NC=1C=NC(=CC1)C)F